COC(C1=C(C=CC=C1)NC(CSC1=NC2=C(N1)C=CC(=C2)N(C)C)=O)=O 2-(2-((5-(dimethylamino)-1H-benzo[d]imidazol-2-yl)thio)acetylamino)benzoic acid methyl ester